ClC=1C=CC2=C(N=C(O2)N2CC3C(C2)CC(C3)C3=C(OC(=C3)C(F)(F)F)C(=O)N)C1 [2-(5-chloro-1,3-benzoxazol-2-yl)-3,3a,4,5,6,6a-hexahydro-1H-cyclopenta[c]pyrrol-5-yl]-5-(trifluoromethyl)furan-2-carboxamide